ethyl 5-[[6-(difluoromethyl)pyridine-2-carbonyl]amino]-2-tetrahydropyran-4-yl-pyrazolo[1,5-a]pyridine-6-carboxylate FC(C1=CC=CC(=N1)C(=O)NC1=CC=2N(C=C1C(=O)OCC)N=C(C2)C2CCOCC2)F